4-(piperidin-1-yl)cyclohexan-1-amine N1(CCCCC1)C1CCC(CC1)N